7-bromo-2-chloro-4-(3,4-dihydroquinolin-1(2H)-yl)quinazoline BrC1=CC=C2C(=NC(=NC2=C1)Cl)N1CCCC2=CC=CC=C12